2-{2-[3-(1-acetylpiperidin-4-yl)-5'-fluoro-1'-methyl-[4,6'-biindazol]-1-yl]-N-methylacetamido}-N-(5H-1,2,3,4-tetrazol-5-yl)acetamide C(C)(=O)N1CCC(CC1)C1=NN(C=2C=CC=C(C12)C1=C(C=C2C=NN(C2=C1)C)F)CC(=O)N(C)CC(=O)NC1N=NN=N1